(2-((1-(trans-2,6-dimethylpiperidin-4-yl)-1H-pyrazol-4-yl)amino)-5-methylpyrimidin-4-yl)benzoic acid CC1NC(CC(C1)N1N=CC(=C1)NC1=NC=C(C(=N1)C1=C(C(=O)O)C=CC=C1)C)C